2,4,6,8-tetramethyl-2,4,6,8-tetra(propyl-glycidoxy)cyclotetrasiloxane ethyl-(3-chlorophenyl)carbamate C(C)N(C(O)=O)C1=CC(=CC=C1)Cl.C[Si]1(O[Si](O[Si](O[Si](O1)(OC(C1CO1)CCC)C)(OC(C1CO1)CCC)C)(OC(C1CO1)CCC)C)OC(C1CO1)CCC